C(C1=CC=CC=C1)OC1=C(C=C(C(=C1)Br)F)C(C=O)(C)C (2-benzyloxy-4-bromo-5-fluoro-phenyl)-2-methyl-propanal